C(C)(C)(C)N(C(O)=O)C1=CC(=NC=C1C(=C)C)NC(C)=O.C(C)(=O)NC1=NC=C(C(=C1)NC(OC(C)(C)C)=O)C(=C)C tert-butyl (2-acetamido-5-(prop-1-en-2-yl)pyridin-4-yl)carbamate tert-Butyl-(2-acetamido-5-(prop-1-en-2-yl)pyridin-4-yl)carbamate